C1(CC1)C=1N=NN(C1)[C@H](C(=O)N1[C@@H](C[C@H](C1)O)C(=O)NCCCOC1CCCC2=CC=CC=C12)C(C)(C)C (2S,4R)-1-[(2S)-2-(4-cyclopropyltriazol-1-yl)-3,3-dimethyl-butanoyl]-4-hydroxy-N-(3-tetralin-1-yloxypropyl)pyrrolidine-2-carboxamide